Phosphonium malonat C(CC(=O)[O-])(=O)[O-].[PH4+].[PH4+]